C(C)(C)C1C(CC(CC1)N)N isopropyl-2,4-diaminocyclohexane